ethyl 1-methyl-4-((3-methylbut-3-en-1-yl) oxy)-2-oxocyclohex-3-ene-1-carboxylate CC1(C(C=C(CC1)OCCC(=C)C)=O)C(=O)OCC